O1CCN(CC1)C1=NC(=C2N=CN(C2=N1)CC(=O)C1=NC=CC=C1)N1N=C(C=C1)C1CCOCC1 2-(2-morpholino-6-(3-(tetrahydro-2H-pyran-4-yl)-1H-pyrazol-1-yl)-9H-purin-9-yl)-1-(pyridin-2-yl)ethan-1-one